2-[[6-[3-(6-methyl-2-pyridyl)-1H-pyrazol-4-yl]-1,5-naphthyridin-3-yl]oxy]-1-morpholino-ethanone CC1=CC=CC(=N1)C1=NNC=C1C=1N=C2C=C(C=NC2=CC1)OCC(=O)N1CCOCC1